OC(CC(=O)[C@](O)(C[N+](C)(C)C)CC([O-])=O)CCCCCCCCCCCCCCC 3-hydroxyoctadecanoyl-l-carnitine